N-(3-(1-benzyl-1H-indol-6-yl)-1H-pyrazol-5-yl)-4-((3-morpholinopropyl)amino)benzamide C(C1=CC=CC=C1)N1C=CC2=CC=C(C=C12)C1=NNC(=C1)NC(C1=CC=C(C=C1)NCCCN1CCOCC1)=O